P(O)(=O)(OP(=O)(O)O)O[C@H]1[C@H]([C@@H](O[C@@H]1CO)N1C(=O)N=C(N)C=C1)O cytidine 3'-diphosphate